(R)-5-ethynyl-2-(6-fluoro-4-(piperidin-3-ylamino)phthalazin-1-yl)phenol C(#C)C=1C=CC(=C(C1)O)C1=NN=C(C2=CC(=CC=C12)F)N[C@H]1CNCCC1